N[C@H](C(=O)NC1=NC=C(C=C1)C1=C(C=NN1C)C)C1CCC(CC1)(F)F (S)-2-amino-2-(4,4-difluorocyclohexyl)-N-(5-(1,4-dimethyl-1H-pyrazol-5-yl)pyridin-2-yl)acetamide